C1(CCCC1)[SiH](N(CC)CC)C1CCCC1 dicyclopentyl-diethylaminosilane